C(#N)C1=C(C=CC=C1)S(=O)(=O)N1CC[C@@H](CCC1)NC(=O)[C@H](CC(C)C)NC(=O)C=1N(C2=CC=CC=C2C1)C N-{(1S)-1-[({(4R)-1-[(2-cyanophenyl)sulfonyl]hexahydro-1H-azepin-4-yl}amino)carbonyl]-3-methylbutyl}-1-methyl-1H-indole-2-carboxamide